5-(7-bromo-8-fluoro-2-(((2r,7as)-2-fluorohexahydro-1H-pyrrolizin-7a-yl)methoxy)quinazolin-4-yl)-N,3-dimethyl-5,6,7,8-tetrahydro-4H-pyrazolo[1,5-a][1,4]diazepine-2-carboxamide BrC1=CC=C2C(=NC(=NC2=C1F)OC[C@]12CCCN2C[C@@H](C1)F)N1CC=2N(CCC1)N=C(C2C)C(=O)NC